2-(piperazin-1-ylmethyl)oxazolo[5,4-c]pyridine N1(CCNCC1)CC=1OC=2C=NC=CC2N1